3-((13S,15S,Z)-16-(hydroxymethylene)-13-methyl-17-oxo-7,8,9,11,12,13,14,15,16,17-decahydro-6H-cyclopenta[a]phenanthren-15-yl)-N-(5-methylisoxazol-3-yl)propanamide O\C=C/1\[C@H](C2C3CCC=4C=CC=CC4C3CC[C@@]2(C1=O)C)CCC(=O)NC1=NOC(=C1)C